N1(N=CC=C1)C=1C=NC2=CC=C(C=C2N1)C(=O)C=1C(=C(C=CC1F)NC(=O)NC1=CC=C(C=C1)F)F 1-(3-(3-(1H-pyrazol-1-yl)quinoxaline-6-carbonyl)-2,4-difluorophenyl)-3-(4-fluorophenyl)urea